C(C)(C)N1C(=NC(=C1)C(F)(F)F)C1=CC=C(C=C1)C(C)O (4-(1-isopropyl-4-(trifluoromethyl)-1H-imidazol-2-yl)phenyl)ethan-1-ol